Cl.C1N(CC12CCNCC2)C2=NC=NC=C2OC2=C(C(=O)OC)C=C(C=C2)F Methyl 2-((4-(2,7-diazaspiro[3.5]nonan-2-yl)pyrimidin-5-yl)oxy)-5-fluorobenzoate, hydrochloride